N-phenyl-2-hydroxy-1,3-dioxo-4H-isoquinoline-4-carboxamide C1(=CC=CC=C1)NC(=O)C1C(N(C(C2=CC=CC=C12)=O)O)=O